NCCCCN(CCCC(=O)OCCCCCCCCCC)CCO decyl 4-((4-aminobutyl)(2-hydroxyethyl)amino)butyrate